ClC1=C2C(=NC=C1)NC(=C2C=2C=CC(=C(C2)NC(C=C)=O)C)C2=CC(=CC=C2)CN2CCOCC2 N-(5-(4-chloro-2-(3-(morpholinomethyl)phenyl)-1H-pyrrolo[2,3-b]pyridin-3-yl)-2-methylphenyl)acrylamide